[NH3+]C(C(C)C)O ammonio-2-methylpropan-1-ol